8-{4-[1-(4-fluorophenyl)propyl]piperazin-1-yl}-5-methyl-7-nitro-6-oxo-5,6-dihydro-1,5-naphthyridine-2-carbonitrile FC1=CC=C(C=C1)C(CC)N1CCN(CC1)C1=C(C(N(C=2C=CC(=NC12)C#N)C)=O)[N+](=O)[O-]